1-(bromomethyl)-4-(trifluoromethyl)cyclohexane BrCC1CCC(CC1)C(F)(F)F